Isopropyl (S)-2-((S)-3-(1H-indol-3-yl)-2-(2-morpholinoacetamido)propanamido)-6-diazo-5-oxohexanoate N1C=C(C2=CC=CC=C12)C[C@@H](C(=O)N[C@H](C(=O)OC(C)C)CCC(C=[N+]=[N-])=O)NC(CN1CCOCC1)=O